C1(CCC1)C[Si](OCC)(OCC)CC1CCCCCC1 (cyclobutyl)methyl-(cycloheptyl)methyl-diethoxysilane